1-(4-(2-hydroxyethyl)piperidin-1-yl)-2-(2-nitro-1H-imidazol-1-yl)ethan-1-one OCCC1CCN(CC1)C(CN1C(=NC=C1)[N+](=O)[O-])=O